6-chloro-N-(4,4-difluorocyclohexyl)-2-(5-methyl-1H-pyrrol-2-yl)pyrimidin-4-amine ClC1=CC(=NC(=N1)C=1NC(=CC1)C)NC1CCC(CC1)(F)F